(R)-Methyl 2-(2-chloro-4-((5-(((S)-1-(3-isopropylphenyl)ethyl)carbamoyl)-2,3-dimethyl-1H-indol-1-yl)methyl)phenoxy)propanoate ClC1=C(O[C@@H](C(=O)OC)C)C=CC(=C1)CN1C(=C(C2=CC(=CC=C12)C(N[C@@H](C)C1=CC(=CC=C1)C(C)C)=O)C)C